OC1(CN(C1)C1=NC=C(C=N1)C1=CC2=C(N=C3N2[C@H]2C4=C(C(N([C@@H]3C2)C([2H])([2H])[2H])=O)C=CC=C4C#CC)C=C1)C (7R,14R)-11-(2-(3-hydroxy-3-methylazetidin-1-yl)pyrimidin-5-yl)-6-(methyl-d3)-1-(prop-1-yn-1-yl)-6,7-dihydro-7,14-methanobenzo[f]benzo[4,5]imidazo[1,2-a][1,4]diazocin-5(14H)-one